NC1=CC(C(NC1=NC=1C(=NN2C1C=CC(=C2C)C)N2CCN(CC2)C)=NC=2C(=NN1C2C=CC(=C1C)C)N1CCN(CC1)C)=N N,N'-(5-amino-3-iminopyridine-2,6(1H,3H)-diylidene)bis[6,7-dimethyl-2-(4-methylpiperazin-1-yl)pyrazolo[1,5-a]pyridin-3-amine]